N-[3-(diethylamino)propyl]-2-[1-[(4-methylphenyl)methyl]-5-oxopyrrolidin-2-yl]acetamid C(C)N(CCCNC(CC1N(C(CC1)=O)CC1=CC=C(C=C1)C)=O)CC